COC1=C(C=NC=C1)C1=CC2=C(C(=N1)C)C=NN2C2OCCCC2 6-(4-methoxypyridin-3-yl)-4-methyl-1-(tetrahydro-2H-pyran-2-yl)-1H-pyrazolo[4,3-c]pyridine